ClC1=C(C(=O)C2=CNC=3N=CN=C(C32)NC3CCN(CC3)C(CCCCCCC#CC3=C2C(N(C(C2=CC=C3)=O)C3C(NC(CC3)=O)=O)=O)=O)C=CC(=C1)OC1=CC=CC=C1 4-(9-(4-((5-(2-chloro-4-phenoxybenzoyl)-7H-pyrrolo[2,3-d]pyrimidin-4-yl)amino)piperidin-1-yl)-9-oxonon-1-yn-1-yl)-2-(2,6-dioxopiperidin-3-yl)isoindoline-1,3-dione